ClC1=C(C=C(C=C1)N1C(OCC[C@H]1C1=NC2=C(N1[C@@H]1C[C@H](C1)OC)C=CC(=C2)C=2C(=NOC2C)C)=O)F (S)-3-(4-chloro-3-fluorophenyl)-4-(5-(3,5-dimethylisoxazol-4-yl)-1-((trans)-3-methoxycyclobutyl)-1H-benzo[d]imidazol-2-yl)-1,3-oxazinane-2-one